ethyl para-hydroxyphenylpropionate OC1=CC=C(C=C1)C(C(=O)OCC)C